C1CN(CCN(CCCN(CCN(C1)CC(=O)O)CC(=O)O)CC(=O)O)CC(=O)O 1,4,8,11-Tetraazacyclotetradecane-N,N',N'',N'''-tetraacetic acid